C(C)OC(=O)C=1OC2=C(C1C)C=C(C=C2)S(N(CCC2=CC=CC=C2)CC2=C(C=CC=C2F)F)(=O)=O 3-methyl-5-(N-(2,6-difluorobenzyl)-N-phenethylsulfamoyl)benzofuran-2-carboxylic acid ethyl ester